C(C=C)(=O)NC=1C=C(C=CC1C)C1=C(NC2=NC=C(C=C21)C(=O)NCC2=CC=CC=C2)C2=CC=C(C=C2)N2CCN(CC2)C 3-(3-acrylamido-4-methylphenyl)-N-benzyl-2-(4-(4-methylpiperazin-1-yl)phenyl)-1H-pyrrolo[2,3-b]pyridine-5-carboxamide